FC1=C(C=CC(=C1F)OCCCCCCCCCCCCCC)S(=O)(=O)C=1C=NC2=CC=C(C=C2C1N1CCC(CC1)N1CCN(CC1)C1CCN(CC1)CC)S(=O)C 3-((2,3-difluoro-4-(tetradecyloxy)phenyl)sulfonyl)-4-(4-(4-(1-ethylpiperidin-4-yl)piperazin-1-yl)piperidin-1-yl)-6-(methylsulfinyl)quinoline